C(CCC(=O)OC1=CC=C(C=C1)N)C(=O)OC1=CC=C(C=C1)N bis(4-aminophenyl) propane-1,3-dicarboxylate